C(=O)([O-])C(O)C(O)C(=O)[O-].[W+4].C(=O)([O-])C(O)C(O)C(=O)[O-] tungsten tartrate